C(CCCCCCCCCC)(=O)[O-].[Na+] sodium undecylate